C(C=C)(=O)N1C[C@@H](N(C[C@H]1C)C1=NC(N2C3=C(C(=C(C=C13)Cl)C1=C(C=C(C=C1)F)F)O[C@H](C2)CCCN2CCOCC2)=O)C (2S)-7-((2S,5R)-4-acryloyl-2,5-dimethylpiperazin-1-yl)-9-chloro-10-(2,4-difluorophenyl)-2-(3-morpholinopropyl)2,3-dihydro-5H-[1,4]oxazino[2,3,4-ij]quinazolin-5-one